CCCCCCCN Heptane-7-amine